(5-(4-(4-(2-chloro-5-fluorophenoxy)piperidin-1-yl)phenyl)-1,3-thiazol-2-yl)methanol Ethyl-2-(4-(4-(2-chloro-5-fluorophenoxy)piperidin-1-yl)phenyl)thiazole-4-carboxylate C(C)C1=C(N=C(S1)C1=CC=C(C=C1)N1CCC(CC1)OC1=C(C=CC(=C1)F)Cl)C(=O)OCC=1SC(=CN1)C1=CC=C(C=C1)N1CCC(CC1)OC1=C(C=CC(=C1)F)Cl